COC=1C(=C(C=CC1)C(C(=O)O)N1CC(C1)OCCCCCC1=NC=2NCCCC2C=C1)C1OCCC1 2-(3-methoxy-2-(tetrahydrofuran-2-yl)phenyl)-2-(3-((5-(5,6,7,8-tetrahydro-1,8-naphthyridin-2-yl)pentyl)oxy)azetidin-1-yl)acetic acid